2-((4-(2-(6-(Dimethylamino)-2-methylhex-3-yl)-2,6-diazaspiro[3.4]oct-6-yl)pyridazin-3-yl)oxy)-N-ethyl-5-fluoro-N-isopropylbenzamide CN(CCCC(C(C)C)N1CC2(C1)CN(CC2)C2=C(N=NC=C2)OC2=C(C(=O)N(C(C)C)CC)C=C(C=C2)F)C